CC1=CC(=C2C(=N1)NN=C2)C=2C(=NN1C2CCCC1)C=1SC=CN1 2-(3-(6-Methyl-1H-pyrazolo[3,4-b]pyridin-4-yl)-4,5,6,7-tetrahydropyrazolo[1,5-a]pyridin-2-yl)thiazole